C(C1=CC=CC=C1)O[C@@](CCC=C)(C(F)(F)F)C1=NN=C(O1)C1=C(C=C(C(=N1)NC(C(=O)OCC)CC=C)C(F)(F)F)NC(=O)OC(C)(C)C ethyl 2-[[6-[5-[(1R)-1-benzyloxy-1-(trifluoromethyl)pent-4-enyl]-1,3,4-oxadiazol-2-yl]-5-(tert-butoxycarbonylamino)-3-(trifluoromethyl)-2-pyridyl]amino]pent-4-enoate